6-cyclopentyl-5-methylhex-3,5-dien-2-one C1(CCCC1)C=C(C=CC(C)=O)C